ClC(=C[N+](=O)[O-])Cl 1,1-Dichloro-2-nitroethylene